2-(1-fluoro-2-oxo-2-(4-(5-(trifluoromethyl)pyrimidin-2-yl)piperazin-1-yl)ethyl)-2H-indazole-7-Formamide FC(C(N1CCN(CC1)C1=NC=C(C=N1)C(F)(F)F)=O)N1N=C2C(=CC=CC2=C1)C(=O)N